(S)-3-amino-3-(3-thienyl)-1-triphenylmethylindol-2-one N[C@]1(C(N(C2=CC=CC=C12)C(C1=CC=CC=C1)(C1=CC=CC=C1)C1=CC=CC=C1)=O)C1=CSC=C1